bis(4-fluorophenyl)methyl-(chloromethyl)silane FC1=CC=C(C=C1)C(C1=CC=C(C=C1)F)[SiH2]CCl